(S*)-6-(4-(Trifluoromethyl)phenyl)-2-azaspiro[3.4]octane FC(C1=CC=C(C=C1)[C@@H]1CC2(CNC2)CC1)(F)F |o1:8|